4,11-dimethyl-dodecanoic acid CC(CCC(=O)O)CCCCCCC(C)C